4-((5-chloro-7-(6-((6,6-dimethyl-2,4-dioxo-3-azabicyclo[3.1.0]hexan-3-yl)methyl)pyrrolo[2,1-f][1,2,4]triazin-4-yl)-1H-indol-1-yl)methyl)piperidine-4-carbonitrile ClC=1C=C2C=CN(C2=C(C1)C1=NC=NN2C1=CC(=C2)CN2C(C1C(C1C2=O)(C)C)=O)CC2(CCNCC2)C#N